1-(4-Chlorobenzo[d][1,3]dioxol-5-yl)ethan-1-ol ClC1=C(C=CC=2OCOC21)C(C)O